1H-pyrrolo[3',2':5,6]pyrido[4,3-d]pyrimidine N1C=NC=C2C1=C1C(N=C2)=NC=C1